6-fluoro-5-(5-((5-fluoro-2-methyl-3-oxo-3,4-dihydroquinoxalin-6-yl)methyl)-5,8-diazaspiro[3.5]nonan-8-yl)-N-methylpicolinamide FC1=C(C=CC(=N1)C(=O)NC)N1CCN(C2(CCC2)C1)CC=1C(=C2NC(C(=NC2=CC1)C)=O)F